FC1=NC(=CC(=C1)C=1C(=NC=C(C1)NC(=O)C1=CC2=C(OC(O2)(F)F)C=C1)C)F N-(2',6'-difluoro-2-methyl-[3,4'-bipyridin]-5-yl)-2,2-difluorobenzo[d][1,3]dioxole-5-carboxamide